3,4,5-trisoctadecyloxybenzoyl chloride C(CCCCCCCCCCCCCCCCC)OC=1C=C(C(=O)Cl)C=C(C1OCCCCCCCCCCCCCCCCCC)OCCCCCCCCCCCCCCCCCC